NC1=C2CCN(CC2=CC=C1)C1=NC=C(C(=N1)NC1=C(C=CC=C1)P(C)(C)=O)Cl (2-((2-(5-amino-3,4-dihydroisoquinolin-2(1H)-yl)-5-chloropyrimidin-4-yl)amino)phenyl)dimethylphosphine oxide